C1(CCC1)N1C(=NC2=C1C=CC=C2)NC2=CC=C(C(=O)NO)C=C2 4-(1-cyclobutyl-1H-benzo[d]imidazol-2-ylamino)-N-hydroxybenzamide